C(=O)O.NC(CN1N=C(C(=C1)C1=CN=C(N1C)C(=O)NC1=CC(=C(C=C1)C(=O)N1CCN(CC1)C(=O)C1CCNCC1)Cl)C(F)(F)F)=O 5-(1-(2-amino-2-oxoethyl)-3-(trifluoromethyl)-1H-pyrazol-4-yl)-N-(3-chloro-4-(4-(piperidine-4-carbonyl)piperazine-1-carbonyl)phenyl)-1-methyl-1H-imidazole-2-carboxamide formate